6-phenyl-9H-pyrido[3,4-b]Indole C1(=CC=CC=C1)C=1C=C2C3=C(NC2=CC1)C=NC=C3